tert-butyl ((1s,4s)-4-(2-hydroxyethyl)cyclohexyl)carbamate OCCC1CCC(CC1)NC(OC(C)(C)C)=O